(2R,3S,4S)-4-hydroxy-2-[(4-methoxyphenyl)methyl]pyrrolidin-3-yl N-(2H-pyrazol-3-ylmethyl)carbamate N=1NC(=CC1)CNC(O[C@H]1[C@H](NC[C@@H]1O)CC1=CC=C(C=C1)OC)=O